C1(=CC=C(C=C1)CCC(C(=O)O)N)C1=CC=CC=C1 4-([1,1'-biphenyl]-4-yl)-2-aminobutanoic acid